CS(=O)(=O)N1CCC2=C1N=C(N=C2C=2C=NC(=NC2)N)N2CCOCC2 5-(7-methanesulfonyl-2-morpholin-4-yl-6,7-dihydro-5H-pyrrolo[2,3-d]pyrimidin-4-yl)pyrimidin-2-yl-amine